3-guanidinopropyl-methacrylamide N(C(=N)N)CCCC=C(C(=O)N)C